2-(3-(6-chloro-7-fluoro-3-(1H-imidazol-1-yl)-5-methoxy-1-methyl-1H-indol-2-yl)-1H-1,2,4-triazol-5-yl)-2-methoxy-N,N-dimethylethan-1-amine ClC1=C(C=C2C(=C(N(C2=C1F)C)C1=NNC(=N1)C(CN(C)C)OC)N1C=NC=C1)OC